[N+](=O)([O-])C(N(C1=CC=CC=C1)C(C1=CC=CC=C1)=O)(C(=O)O)[N+](=O)[O-] dinitrobenzoylphenylglycine